3-amino-6-(hydroxymethyl)-1H-pyrazolo[3,4-b]pyridine NC1=NNC2=NC(=CC=C21)CO